octaphenyl-tetrasiloxane C1(=CC=CC=C1)[SiH2]O[Si](O[Si](O[Si](C1=CC=CC=C1)(C1=CC=CC=C1)C1=CC=CC=C1)(C1=CC=CC=C1)C1=CC=CC=C1)(C1=CC=CC=C1)C1=CC=CC=C1